C1(CC1)C[C@@H]1C[C@@H](N(CC1)C(=O)N[C@@H](C)\C=C\S(=O)(=O)C)C1=CC=CC=C1 (2R,4S)-4-(cyclopropylmethyl)-N-((S,E)-4-(methylsulfonyl)but-3-en-2-yl)-2-phenylpiperidine-1-carboxamide